[O-]P([O-])(=O)OP(=O)(OCC)[O-] 3-ethyl pyrophosphate